5-(4-(1,1-difluorospiro[2.5]oct-6-yl)phenoxy)-1-(4-methoxy-benzyl)-1H-1,2,3-triazole-4-carboxylic acid methyl ester COC(=O)C=1N=NN(C1OC1=CC=C(C=C1)C1CCC2(CC2(F)F)CC1)CC1=CC=C(C=C1)OC